acrylic acid-3-ethyl-adamantyl ester C(C)C12CC3(CC(CC(C1)C3)C2)OC(C=C)=O